3-(2-hydroxypropan-2-yl)-4-methyl-N-((2-(4-(pyrazin-2-yl)piperazin-1-yl)-1,6-naphthyridin-7-yl)methyl)benzamide OC(C)(C)C=1C=C(C(=O)NCC2=NC=C3C=CC(=NC3=C2)N2CCN(CC2)C2=NC=CN=C2)C=CC1C